1-benzyl-3-iodo-5-methyl-1H-pyrazolo[3,4-d]Pyrimidine-4(5H)-one C(C1=CC=CC=C1)N1N=C(C2=C1N=CN(C2=O)C)I